BrCC1=CC=C(C=C1)B1OC(C)(C)C(C)(C)O1 4-(bromomethyl)phenylboronic acid pinacol ester